C(CCCCCCCCCCC)[C@@]1([C@](O)(O[C@@H]([C@]([C@@]1(O)C(C1=CC(O)=C(O)C(O)=C1)=O)(O)C(C1=CC(O)=C(O)C(O)=C1)=O)C(O)C(C1=CC(O)=C(O)C(O)=C1)=O)C(C1=CC(O)=C(O)C(O)=C1)=O)O Dodecyl-1,3,4,6-tetragalloyl-beta-D-glucopyranose